Butyl N-[(E)-N-[(2S)-2-(1,3-dioxoisoindolin-2-yl)propanoyl]-C-methylsulfanylcarbonimidoyl]carbamate O=C1N(C(C2=CC=CC=C12)=O)[C@H](C(=O)\N=C(\SC)/NC(OCCCC)=O)C